5-chloro-2-cyclopropylthiazolo[5,4-b]pyridine ClC1=CC=C2C(=N1)SC(=N2)C2CC2